C1(CC1)OC1=C(C=CC=C1)C1=C(C=NC=C1)C1(CC1)NCC1=C(C=CC(=C1)C)C(CC(=O)O)CCC 3-[(({1-[4-(2-cyclopropoxyphenyl)pyridin-3-yl]cyclopropyl}amino)methyl)-4-methylphenyl]hexanoic acid